2-(2-((5-fluorobenzo[d]oxazol-2-yl)amino)benzo[d]oxazol-5-yl)-N-methylacetamide FC=1C=CC2=C(N=C(O2)NC=2OC3=C(N2)C=C(C=C3)CC(=O)NC)C1